3-chloro-2-(2-chloroethoxy)-5-(2-(4-((2-(4-(piperazin-4-yl)piperazin-1-yl)pyrimidin-4-yl)methoxy)phenyl)propan-2-yl)benzonitrile ClC=1C(=C(C#N)C=C(C1)C(C)(C)C1=CC=C(C=C1)OCC1=NC(=NC=C1)N1CCN(CC1)N1CCNCC1)OCCCl